FC1=C(C#N)C=CC(=C1)C1=CN(C=2N=CN=C(C21)OC2=CC=NN2C)CC2CNCC2 2-fluoro-4-(4-((1-methyl-1H-pyrazol-5-yl)oxy)-7-(pyrrolidin-3-ylmethyl)-7H-pyrrolo[2,3-d]pyrimidin-5-yl)benzonitrile